4-n-propyl-4-cyclohexene-1,2-dicarboxylic acid C(CC)C=1CC(C(CC1)C(=O)O)C(=O)O